2-chloro-5-(7-methylpyrido[2,3-b]pyrazin-6-yl)-4,5,6,7-tetrahydrothiazolo[5,4-c]pyridine ClC=1SC=2CN(CCC2N1)C=1C(=CC=2C(=NC=CN2)N1)C